(7R,14R)-1-(difluoromethoxy)-6-(methyl-d3)-11-(pyrrolidin-3-ylethynyl)-6,7-dihydro-7,14-methanobenzo[f]benzo[4,5]imidazo[1,2-a][1,4]diazocin-5(14H)-one FC(OC1=CC=CC=2C(N([C@H]3C=4N([C@@H](C21)C3)C3=C(N4)C=CC(=C3)C#CC3CNCC3)C([2H])([2H])[2H])=O)F